CC1=NN(C(=C1)C)C=1C=CC(N(N1)C1CCN(CC1)C=1C2=C(N=CN1)C=CS2)=O 6-(3,5-dimethylpyrazol-1-yl)-2-(1-thieno[3,2-d]pyrimidin-4-ylpiperidin-4-yl)pyridazin-3-one